FC(C1(CN(C1)S(=O)(=O)N1C[C@H](CCC1)C(=O)N1[C@H](CCC1)C(=O)NCC1=C(C=C(C=C1)C(F)(F)F)F)O)F 1-(((3S)-1-((3-(difluoromethyl)-3-hydroxy-1-azetidinyl)sulfonyl)-3-piperidinyl)carbonyl)-N-(2-fluoro-4-(trifluoromethyl)benzyl)-D-prolinamide